4-(2-fluoro-6-methoxyphenyl)-2-(5-(1-methyl-1H-pyrazol-4-yl)-6-(((R)-pyrrolidin-3-yl)amino)pyridin-2-yl)-2,3-dihydro-1H-pyrrolo[3,4-c]pyridin-1-one FC1=C(C(=CC=C1)OC)C1=NC=CC2=C1CN(C2=O)C2=NC(=C(C=C2)C=2C=NN(C2)C)N[C@H]2CNCC2